chromane-7-carboxylic acid O1CCCC2=CC=C(C=C12)C(=O)O